tert-butyl 4-(2,2,2-trifluoroethyl)piperidine-1-carboxylate FC(CC1CCN(CC1)C(=O)OC(C)(C)C)(F)F